(3R,4R,5S)-4-acetamido-5-((2-fluoro-[1,1'-biphenyl]-3-yl)methyl)amino-3-(pentan-3-yloxy)cyclohex-1-en-1-carboxylic acid C(C)(=O)N[C@H]1[C@@H](C=C(C[C@@H]1NCC=1C(=C(C=CC1)C1=CC=CC=C1)F)C(=O)O)OC(CC)CC